C(#N)C1=C(C=CC(=C1)C(F)(F)F)C1=CC=CC=C1 2-cyano-4-trifluoromethyl-1,1'-biphenyl